4-[[[1-[4-[[3-(3-fluoro-4-methoxyphenyl)imidazo[1,2-a]pyrazin-8-yl]amino]-2-methylbenzoyl]piperidine-4-carbonyl]amino]methyl]benzoic acid FC=1C=C(C=CC1OC)C1=CN=C2N1C=CN=C2NC2=CC(=C(C(=O)N1CCC(CC1)C(=O)NCC1=CC=C(C(=O)O)C=C1)C=C2)C